Trimethyl-(diethylamino)germanium C[Ge](N(CC)CC)(C)C